C(C)(C)C1=CC(=NC=2N1N=C(C2C2=CC=CC=C2)C)C(=O)O 7-isopropyl-2-methyl-3-phenylpyrazolo[1,5-a]pyrimidine-5-carboxylic acid